BrC1=CC=C2C=3C(=CN=NC13)NC2=O 8-bromopyrrolo[2,3,4-de]cinnolin-5(4H)-one